4-(tert-butyl)-N-((2,4,6-tribromophenyl)thiocarbamoyl)benzamide C(C)(C)(C)C1=CC=C(C(=O)NC(NC2=C(C=C(C=C2Br)Br)Br)=S)C=C1